FC(C(=O)O)(F)F.FC(C=1OC(=NN1)C=1C=NC(=CC1)CN1N=NC(=C1)C=1C=C2CCNCC2=CC1)F 2-(difluoromethyl)-5-(6-((4-(1,2,3,4-tetrahydroisoquinolin-6-yl)-1H-1,2,3-triazol-1-yl)methyl)pyridin-3-yl)-1,3,4-oxadiazole trifluoroacetate